L-O-(4,5-dimethoxy-2-nitrobenzyl)serine COC1=CC(=C(COC[C@H](N)C(=O)O)C=C1OC)[N+](=O)[O-]